N-ethyl-5-fluoro-2-(6-{1-[(1S,3S,4R)-5-methylene-2-azabicyclo[2.2.2]octane-3-carbonyl]piperidin-4-yl}imidazo[1,5-a]pyridin-8-yl)-N-(isopropyl)benzamide C(C)N(C(C1=C(C=CC(=C1)F)C=1C=2N(C=C(C1)C1CCN(CC1)C(=O)[C@H]1N[C@@H]3CC([C@H]1CC3)=C)C=NC2)=O)C(C)C